FC=1C=NC(=NC1)N[C@@H]1CNCC[C@H]1OCC1=CC=C(C=C1)C(F)(F)F 5-fluoro-N-(trans-4-(4-(trifluoromethyl)benzyloxy)piperidin-3-yl)pyrimidin-2-amine